5-[3-fluoro-8-[(1R,2R)-2-phenylcyclopropyl]imidazo[1,2-b]pyridazin-6-yl]-1H-pyrimidine-2,4-dione FC1=CN=C2N1N=C(C=C2[C@H]2[C@@H](C2)C2=CC=CC=C2)C=2C(NC(NC2)=O)=O